COC=1C=C(C(=O)OC2CC3CCC(C2)N3C)C=CC1OC (8-methyl-8-azabicyclo[3.2.1]octan-3-yl) 3,4-dimethoxybenzoate